C1(=CC=CC=2C3=CC=CC=C3CC12)COC(=O)N[C@@H](CCCCNC(=O)OC(C)(C)C)C(=O)O Nalpha-fluorenylmethoxycarbonyl-Nε-t-butoxycarbonyl-L-lysine